5-(2-chlorobenzyl)-3-(((3-chloropyridin-2-yl)methyl)amino)-4H-benzo[e][1,2,4]thiadiazine 1,1-dioxide ClC1=C(CC2=CC=CC3=C2NC(=NS3(=O)=O)NCC3=NC=CC=C3Cl)C=CC=C1